(R)-1-(4-(6-(2-(4-cyclopropylpyridin-2-yl)acetamido)pyridazin-3-yl)-2-fluorobutyl)-N-methyl-1H-1,2,3-triazole-4-carboxamide C1(CC1)C1=CC(=NC=C1)CC(=O)NC1=CC=C(N=N1)CC[C@H](CN1N=NC(=C1)C(=O)NC)F